6-(4-methylpiperazin-1-yl)nicotinonitrile CN1CCN(CC1)C1=NC=C(C#N)C=C1